ClC1=CC=C(C=C1)C1CCN(CC1)C(CCCCCCC1=CC=C2CN(C(C2=C1)=O)C1C(NC(CC1)=O)=O)=O 3-(6-(7-(4-(4-Chlorophenyl)piperidin-1-yl)-7-oxoheptyl)-1-oxoisoindolin-2-yl)piperidine-2,6-dione